CN1C=C(C2=C1C(N(C(=C2)C(=O)N)C)=O)C=2C=NC=C(C2)C2=CC=C(C=C2)N2C(CCC2)=O 1,6-dimethyl-7-oxo-3-(5-(4-(2-oxopyrrolidin-1-yl)phenyl)pyridin-3-yl)-6,7-dihydro-1H-pyrrolo[2,3-c]pyridine-5-carboxamide